3-(6-(aminomethyl)-7-fluoro-1-oxoisoindolin-2-yl)piperidine-2,6-dione NCC1=CC=C2CN(C(C2=C1F)=O)C1C(NC(CC1)=O)=O